FC1=C(OCCCC2=C(N=CS2)C(=O)O)C=CC(=C1)C#CCNC 5-[3-[2-fluoro-4-[3-(methylamino)prop-1-ynyl]phenoxy]propyl]thiazole-4-carboxylic acid